8-chloro-N-(5-(1-(trifluoromethyl)cyclopropyl)pyrazin-2-yl)quinolin-2-amine ClC=1C=CC=C2C=CC(=NC12)NC1=NC=C(N=C1)C1(CC1)C(F)(F)F